(3S,7aR,9S,11aR)-3-isopropyl-9-[[(3S)-3-piperidyl]methyl-[[4-(trifluoromethyl)phenyl]methyl]amino]-3,6,7,7a,8,9,10,11-octahydro-2H-oxazolo[2,3-j]quinolin-5-one C(C)(C)[C@H]1CO[C@@]23CC[C@@H](C[C@H]3CCC(N21)=O)N(CC2=CC=C(C=C2)C(F)(F)F)C[C@@H]2CNCCC2